6-fluoro-2-methylpyrazolo[1,5-a]quinoxalin-4(5H)-one FC1=C2NC(C=3N(C2=CC=C1)N=C(C3)C)=O